octane-sulphonic acid C(CCCCCCC)S(=O)(=O)O